C1=C(C=CC=2C3=CC=CC=C3C3(C12)C1=CC=CC=C1C=1C=CC=CC13)N 9,9'-spirobi-[9H-fluoren]-2-amine